7-(3,3-difluoroindan-1-yl)pyrazolo[1,5-a]pyrimidine-3,7-dicarboxamide FC1(CC(C2=CC=CC=C12)C1(C=CN=C2N1NC=C2C(=O)N)C(=O)N)F